5-(methoxymethyl)-2-azabicyclo[3.1.0]hexane-3-carboxylic acid COCC12CC(NC2C1)C(=O)O